ClC=1C=CC2=C(C[C@@H](CC=3N2C(=NN3)[C@@H]3CC[C@H](CC3)OC3=NC=CC=C3)N3CCCCC3)C1 (5S)-8-Chloro-5-(piperidin-1-yl)-1-[trans-4-(pyridin-2-yloxy)cyclohexyl]-5,6-dihydro-4H-[1,2,4]triazolo[4,3-a][1]benzazepin